CN1N(C(C(=C1C)N1C(SCC1=O)C1=CC=C(C=C1)N(C)C)=O)C1=CC=CC=C1 3-(1,5-Dimethyl-3-oxo-2-phenyl-2,3-dihydro-1H-pyrazol-4-yl)-2-(4-(dimethylamino)phenyl)thiazolidin-4-one